[4-(1-methylpyrazol-4-yl)-3,4-dihydro-1H-isoquinolin-2-yl]-(5-phenyl-1,2,4-oxadiazol-3-yl)methanone CN1N=CC(=C1)C1CN(CC2=CC=CC=C12)C(=O)C1=NOC(=N1)C1=CC=CC=C1